[(3R)-1-(3-pyridyl)pyrrolidin-3-yl]methanone N1=CC(=CC=C1)N1C[C@@H](CC1)C=O